CN(C1CCC(CC1)NC1=CC=CC2=C1SC(=C2CC(F)(F)F)C#CC)C 3-(7-((4-(dimethylamino)cyclohexyl)amino)-3-(2,2,2-trifluoroethyl)benzo[b]thiophen-2-yl)prop-2-yn